ClC=1N=C(C2=C(N1)N(N=N2)[C@H]2[C@@H]([C@@H]([C@H](O2)CS(=O)(=O)CP(O)(O)=O)O)O)NC2CC1=CC=CC=C1C2 (((((2S,3S,4R,5R)-5-(5-chloro-7-(((S)-2,3-dihydro-1H-inden-2-yl)amino)-3H-[1,2,3]triazolo[4,5-d]pyrimidin-3-yl)-3,4-dihydroxytetrahydrofuran-2-yl)methyl)sulfonyl)methyl)phosphonic acid